N1(CCNCC1)CC1CCN(CC1)C=O [4-(piperazin-1-ylmethyl)-1-piperidyl]methanone